N-[(2-amino-5-fluoroquinolin-7-yl)methyl]-N-{1,1-dioxo-2H,3H-1λ6-thieno[3,2-b]pyridin-7-yl}acetamide NC1=NC2=CC(=CC(=C2C=C1)F)CN(C(C)=O)C1=C2C(=NC=C1)CCS2(=O)=O